C12C(C3CC(CC(C1)C3)C2)NCCNC(=O)C2=NN(C(=C2C)C=2C=NC=CC2)C2=C(C=C(C=C2)Cl)Cl N-(2-((1r,3r,5r,7r)-adamantan-2-ylamino)ethyl)-1-(2,4-dichlorophenyl)-4-methyl-5-(pyridin-3-yl)-1H-pyrazole-3-carboxamide